1-(4-(4-(3-(3-(4-(4-amino-3-(4-phenoxyphenyl)-1H-pyrazolo[3,4-d]pyrimidin-1-yl)piperidin-1-yl)pyrrolidin-1-yl)propyl)piperazin-1-yl)phenyl)dihydropyrimidine-2,4(1H,3H)-dione NC1=C2C(=NC=N1)N(N=C2C2=CC=C(C=C2)OC2=CC=CC=C2)C2CCN(CC2)C2CN(CC2)CCCN2CCN(CC2)C2=CC=C(C=C2)N2C(NC(CC2)=O)=O